2-fluoro-4-(4-(trifluoromethyl)benzyl)-4H-thieno[3,2-b]pyrrole-3-carboxylic acid FC1=C(C=2N(C=CC2S1)CC1=CC=C(C=C1)C(F)(F)F)C(=O)O